C(C)(C)(C)C(N(C)C)C(=O)O.CC1=C2NC(=C(C(C(N([2H])[2H])([2H])[2H])([2H])[2H])C2=C(C=C1)O)C dimethyl-4-hydroxytryptamine-d6 tert-butyl-dimethylglycinate